OCC=1C(=NC=CC1C1=CN(C(C(=C1)NC1=NC=NC=C1)=O)C)N1N=CC2=C(C1=O)SC1=C2CCCC1 3-[3'-Hydroxymethyl-1-methyl-6-oxo-5-(pyrimidin-4-ylamino)-1,6-dihydro-[3,4']bipyridinyl-2'-yl]-6,7,8,9-tetrahydro-3H-benzo[4,5]thieno[2,3-d]pyridazin-4-one